2-(4-(8-((4-(4-(2,6-diazaspiro[3.3]heptane-2-carbonyl)piperidine-1-carbonyl)-3-methylphenyl)amino)imidazo[1,2-a]pyrazin-3-yl)-2,3-difluorophenoxy)acetonitrile C1N(CC12CNC2)C(=O)C2CCN(CC2)C(=O)C2=C(C=C(C=C2)NC=2C=1N(C=CN2)C(=CN1)C1=C(C(=C(OCC#N)C=C1)F)F)C